1-(3-acetylphenyl)-3-(3-(2-methoxyethyl)-4-oxo-2-(piperidine-1-carbonyl)-3,4-dihydroquinazolin-6-yl)urea C(C)(=O)C=1C=C(C=CC1)NC(=O)NC=1C=C2C(N(C(=NC2=CC1)C(=O)N1CCCCC1)CCOC)=O